C(C)C1=C2CCC(C2=CC(=C1)O)=O 4-ethyl-6-hydroxy-2,3-dihydro-1H-inden-1-one